(cyclopropylamino)-8-(4-(difluoromethoxy)phenyl)-6-(2-methyl-6,7-dihydro-2H-pyrazolo[4,3-C]pyridin-5(4H)-yl)pteridin-7(8H)-one C1(CC1)NC1=NC=2N(C(C(=NC2C=N1)N1CC=2C(CC1)=NN(C2)C)=O)C2=CC=C(C=C2)OC(F)F